FC=1C(=C2C3=C(NC2=C(C1)C(=O)N)CCC3)N3C[C@H](CCC3)NC 7-fluoro-8-[(3S)-3-(methylamino)-1-piperidyl]-1,2,3,4-tetrahydrocyclopenta[b]indole-5-carboxamide